C(C)(C)(C)OC(=O)N1CC2=NN(C=C2C1)C=1C2=C(N=CN1)[C@@H](C[C@H]2C)OC(C2=CC=C(C=C2)[N+](=O)[O-])=O 2-((5R,7R)-5-methyl-7-((4-nitrobenzoyl)oxy)-6,7-dihydro-5H-cyclopenta[d]pyrimidin-4-yl)-4,6-dihydropyrrolo[3,4-c]pyrazole-5(2H)-carboxylic acid tert-butyl ester